1-butyl-2-chloro-3-((dodecyloxy)carbonyl)pyridin-1-ium C(CCC)[N+]1=C(C(=CC=C1)C(=O)OCCCCCCCCCCCC)Cl